C1(CC1)N(C(C1=C(N=CC=C1)NC1=NC(=NS1)C1=NC=C(C=C1)OC(C)C)=O)C N-cyclopropyl-2-(3-(5-isopropoxypyridin-2-yl)-1,2,4-thiadiazol-5-ylamino)-N-methylnicotinamide